CC1=NC=C(C=N1)[C@H](CC(=O)O)N1N=CC2=CC(=CC=C12)OCCC1=NC=2NCCCC2C=C1 (S)-3-(2-methylpyrimidin-5-yl)-3-(5-(2-(5,6,7,8-tetrahydro-1,8-naphthyridin-2-yl)ethoxy)-1H-indazol-1-yl)propionic acid